(3,3-dimethyl-1-morpholinocyclohexyl)methanol CC1(CC(CCC1)(N1CCOCC1)CO)C